3-(2-hydroxy-2-(6-methoxypyridin-3-yl)ethoxy)-4-iodobenzamide OC(COC=1C=C(C(=O)N)C=CC1I)C=1C=NC(=CC1)OC